(4-(tert-butylsulfonyl)phenyl)sulfonamide C(C)(C)(C)S(=O)(=O)C1=CC=C(C=C1)S(=O)(=O)N